2-amino-4'-methoxyacetophenone NCC(=O)C1=CC=C(C=C1)OC